C(C)C=1C(=CC2=C(N(C(N2)=O)[C@H]2CN(CCC2)CCC)C1)C=1C=C(C=2N(C1)N=CN2)OC (R)-6-ethyl-5-(8-methoxy-[1,2,4]triazolo[1,5-a]pyridin-6-yl)-1-(1-propylpiperidin-3-yl)-1,3-dihydro-2H-benzo[d]imidazol-2-one